NC1=NC(=CC(=N1)N1CCC2(C[C@H](NC2)C(=O)OC2CCCC2)CC1)O[C@@H](C(F)(F)F)C1=C(C=C(C=C1)C1=CC(=C(C=C1)C)C)N1N=C(C=C1)C (S)-cyclopentyl 8-(2-amino-6-((R)-1-(3',4'-dimethyl-3-(3-methyl-1H-pyrazol-1-yl)-[1,1'-biphenyl]-4-yl)-2,2,2-trifluoroethoxy)pyrimidin-4-yl)-2,8-diazaspiro[4.5]decane-3-carboxylate